(S)-3-[(tert-butyldiphenylsilyl)oxy]propane-1,2-diol [Si](C1=CC=CC=C1)(C1=CC=CC=C1)(C(C)(C)C)OC[C@H](CO)O